4-[(3-chloro-4-fluorophenyl)amino]-6-(cis-4-{N-[(piperidin-1-yl)carbonyl]-N-methyl-amino}-cyclohexan-1-yloxy)-7-methoxy-quinazoline ClC=1C=C(C=CC1F)NC1=NC=NC2=CC(=C(C=C12)O[C@@H]1CC[C@@H](CC1)N(C)C(=O)N1CCCCC1)OC